4-(3-(1H-pyrazol-5-yl)piperidin-1-yl)-2-chloro-6,7-dihydro-5H-cyclopenta[d]pyrimidine N1N=CC=C1C1CN(CCC1)C=1C2=C(N=C(N1)Cl)CCC2